FS(C1=CC=C(C=C1)C1COCCN1)(F)(F)(F)F 3-[4-(pentafluoro-λ6-sulfanyl)phenyl]-1,4-oxazinane